[Cl-].C(CCCCCCCCCCCCCCCCCCC)[N+](C)(CC)CC arachyl-diethyl-methyl-ammonium chloride